[Fe].N1=CC=C(C=C1)C=1C2=CC=C(N2)C(=C2C=CC(C(=C3C=CC(=C(C=4C=CC1N4)C4=CC=NC=C4)N3)C3=CC=NC=C3)=N2)C2=CC=NC=C2 5,10,15,20-tetrakis(4-pyridyl)porphyrin iron